BrC=1C=C2CCN(C(C2=CC1F)=O)C[C@@H](C[C@H](C)NC(OC(C)(C)C)=O)F tert-butyl N-[(1S,3R)-4-(6-bromo-7-fluoro-1-oxo-3,4-dihydroisoquinolin-2-yl)-3-fluoro-1-methyl-butyl]carbamate